ClC=1C(=NC=C(C1)OC)C#N 3-chloro-5-methoxypyridine-2-carbonitrile